3-(2-cyanoacetyl)-1H-indol-4-carboxylic acid methyl ester COC(=O)C=1C=2C(=CNC2C=CC1)C(CC#N)=O